chloro[1,3-bis(2,4,6-trimethylphenyl)imidazol-2-ylidene]copper (I) Cl[Cu-2]=C1N(C=CN1C1=C(C=C(C=C1C)C)C)C1=C(C=C(C=C1C)C)C